ClC1=C(C(=CC(=C1)C)C)N=C(C[Si](CCCC)(CCCC)CCCC)C1=NC(=CC=C1)C(C[Si](CCCC)(CCCC)CCCC)=NC1=C(C=C(C=C1C)C)Cl 2,6-Bis(1-(2-chloro-4,6-dimethylphenylimino)-2-(tributylsilyl)ethyl)pyridine